ClC=1C(=C(C=CC1)C=1C(N(C(N(C1)CC(N1CCC(CC1)N1C(NC2=C(CC1)C=CC=C2)=O)=O)=O)CC)=O)C 5-(3-chloro-2-methyl-phenyl)-3-ethyl-1-{2-oxo-2-[4-(2-oxo-1,2,4,5-tetrahydro-benzo[d][1,3]diazepin-3-yl)-piperidin-1-yl]-ethyl}-1H-pyrimidine-2,4-dione